4-(oxetan-3-yloxy)-5-(trifluoromethyl)-N-[(1R,3S)-3-(6-vinyl-[1,2,4]triazolo[4,3-a]pyridin-3-yl)cyclohexyl]pyrimidin-2-amine O1CC(C1)OC1=NC(=NC=C1C(F)(F)F)N[C@H]1C[C@H](CCC1)C1=NN=C2N1C=C(C=C2)C=C